6-((1H-Pyrrolo[2,3-b]pyridin-1-yl)methyl)-2-azaspiro[3.3]heptan N1(C=CC=2C1=NC=CC2)CC2CC1(CNC1)C2